ClC1=NC(=NC=C1C=1C=C2C(=NC1)NC=C2C(=O)C=2C(=C(C(=CC2)F)NS(=O)(=O)CCC)F)C N-(3-(5-(4-chloro-2-methylpyrimidin-5-yl)-1H-pyrrolo[2,3-b]pyridine-3-carbonyl)-2,6-difluorophenyl)propane-1-sulfonamide